(R)-((2-(1H-benzo[d]-imidazol-4-yl)-6-(3-methylmorpholino)-pyrimidin-4-yl)imino)-dimethyl-λ6-sulfanone N1C=NC2=C1C=CC=C2C2=NC(=CC(=N2)N=S(=O)(C)C)N2[C@@H](COCC2)C